C1(=CC=C(C=C1)SSC1=CC=CC=C1)C phenyl (4-tolyl) disulfide